ethyl 5-((tert-butoxycarbonyl)(methyl)amino)-3-(5-(difluoromethyl)-2-fluorophenyl)pentanoate C(C)(C)(C)OC(=O)N(CCC(CC(=O)OCC)C1=C(C=CC(=C1)C(F)F)F)C